ClC1=NC=C(C(=N1)NC1(CC1)C1=CC=C(C=C1)C=1N(C=C(N1)C(F)(F)F)C)NC 2-chloro-N5-methyl-N4-[1-[4-[1-methyl-4-(trifluoromethyl)imidazol-2-yl]phenyl]cyclopropyl]pyrimidine-4,5-diamine